1,3-dimethyl-1,6-dihydropyridinium C[NH+]1C=C(C=CC1)C